(3aS,4S,5S,7S,7aR)-2-(4-cyano-2-fluoro-3-(trifluoromethyl)phenyl)-4,7-dimethyl-1,3-dioxooctahydro-1H-4,7-epoxyisoindole-5-carboxylic acid C(#N)C1=C(C(=C(C=C1)N1C([C@H]2[C@@]3(C[C@@H]([C@]([C@H]2C1=O)(O3)C)C(=O)O)C)=O)F)C(F)(F)F